C1(CCCC1)N1C(C(=CC2=C1N=C(N=C2)NC2=NC=C(C=C2)N2CC(NC(C2)C)C)CO)=O 8-cyclopentyl-2-[5-(3,5-dimethyl-piperazin-1-yl)-pyridin-2-ylamino]-6-hydroxymethyl-8H-pyrido[2,3-d]Pyrimidin-7-one